4-(3-amino-1-methyl-1H-pyrazol-4-yl)-2-[(3R)-4-(cyclopropylcarbonyl)-3-methylpiperazin-1-yl]pyrimidine-5-carbonitrile NC1=NN(C=C1C1=NC(=NC=C1C#N)N1C[C@H](N(CC1)C(=O)C1CC1)C)C